C(C)(C)(C)OC(=O)N1CCN(CC1)C=1C=NC(=CC1)NC=1N=CC2=C(N1)N(C(C=C2C)=O)C2CCCC2 4-[6-[(8-Cyclopentyl-5-methyl-7-oxo-7,8-dihydropyrido[2,3-d]pyrimidin-2-yl)amino]pyridin-3-yl]piperazine-1-carboxylic acid tert-butyl ester